NC=1C(=C(C=C2C=C(N=CC12)NC(=O)[C@@H]1[C@@H]([C@H]1C=1C=NN(C1)C)C)C=1C=NC=CC1C)F (1r,2r,3r)-N-(8-amino-7-fluoro-6-(4-methylpyridin-3-yl)isoquinolin-3-yl)-2-methyl-3-(1-methyl-1H-pyrazol-4-yl)cyclopropanecarboxamide